potassium cacodylate [As]([O-])(=O)(C)C.[K+]